ClC1=CC=C(C=N1)CN1C(CCC1=O)CC(=O)NC1=NC=NN1C 2-[1-[(6-chloropyridin-3-yl)methyl]-5-oxopyrrolidin-2-yl]-N-(1-methyl-1H-1,2,4-triazol-5-yl)acetamid